5-(3-chloro-4-((diethylamino)methyl)phenyl)-N-(3-(4-ethylpiperazin-1-yl)propyl)thieno[3,2-b]pyridin-7-amine ClC=1C=C(C=CC1CN(CC)CC)C1=CC(=C2C(=N1)C=CS2)NCCCN2CCN(CC2)CC